SCC(=O)O.SCC(=O)O.OCSCO hydroxymethyl thioether bis(2-mercaptoacetate)